CC=1C(=NC=C(C#N)C1)N1CC=2C=C(C=NC2CC1)CC(F)(F)F 5-Methyl-6-(3-(2,2,2-trifluoroethyl)-7,8-dihydro-1,6-naphthyridin-6(5H)-yl)nicotinonitrile